2-ethyl-6-chloro-9-acryloyloxy-10-methoxycarbonyloxy-1,4-dihydro-1,4-Methanoanthracene C(C)C=1C2C3=C(C4=CC=C(C=C4C(=C3C(C1)C2)OC(=O)OC)Cl)OC(C=C)=O